COC1=CC=C(C=C1)CCCC1=CC=C(C=C1)OC 1,3-bis(4-methoxyphenyl)propane